1-(1-methyl-1H-pyrazol-5-yl)ethan CN1N=CC=C1CC